C(C)S(=O)(=O)C1=CC=C(C=C1)C(CC(=O)[O-])C=O 3-(4-(ethylsulfonyl)phenyl)-4-oxobutanoate